ClC=1C=C(C=C(C1)F)NC(=O)NC1=C(C(=CC(=C1)Br)Br)CO 1-(3-chloro-5-fluorophenyl)-3-(3,5-dibromo-2-hydroxymethylphenyl)urea